FC=1C(=C(C(=C2C(=C(C(=C(C12)F)[B-](C1=C(C2=C(C(=C(C(=C2C(=C1F)F)F)F)F)F)F)(C1=C(C2=C(C(=C(C(=C2C(=C1F)F)F)F)F)F)F)C1=C(C2=C(C(=C(C(=C2C(=C1F)F)F)F)F)F)F)F)F)F)F)F.C[NH+](C1=CC=CC=C1)C N,N-dimethylanilinium tetrakis(heptafluoro-2-naphthalenyl)borate